OCCC(C(=O)O)CCCCCCCC hydroxyethyl-decanoic acid